((1s,3s)-3-Hydroxy-3-methylcyclobutyl)(6-((1-methyl-3-(trifluoromethyl)-1H-pyrrolo[2,3-b]pyridin-6-yl)methyl)-2-azaspiro[3.3]heptan-2-yl)methanon OC1(CC(C1)C(=O)N1CC2(C1)CC(C2)CC2=CC=C1C(=N2)N(C=C1C(F)(F)F)C)C